C1=CC=CC=2C3=CC=CC=C3C(C12)COC(=O)NCC(=O)NC=1SC=CN1 2-(2-((((9H-fluoren-9-yl)methoxy)carbonyl)amino)acetamido)thiazole